C(C)(C)(C)OC(=O)N1C2CNC(C1)CC2 2,5-diazabicyclo[2.2.2]Octane-2-carboxylic acid tert-butyl ester